C(C)(C)N(C(C)C)CC N,N-diisopropyl-1-ethyl-amine